2'-acetoacetophenone C(CC(=O)C)(=O)C1=CC=CC=C1